N=1C=CN2C1N=CC(=C2)C2=CNC=1N=C(N=CC12)NC1CC(C1)(O)C (1s,3s)-3-((5-(imidazo[1,2-a]pyrimidin-6-yl)-7H-pyrrolo[2,3-d]pyrimidin-2-yl)amino)-1-methylcyclobutan-1-ol